ClC1=CC=C(CN2C[C@@](CC2)([C@H]2OCC2(C)C)CCC2=CC=C(C#N)C=C2)C=C1 |o1:11| 4-(2-((R)-1-(4-chlorobenzyl)-3-((R or S)-3,3-dimethyloxetan-2-yl)pyrrolidin-3-yl)ethyl)benzonitrile